3-(4-(3-aminoazetidin-1-yl)-2,6-difluorophenyl)-1-(hydroxymethyl)piperidine-2,6-dione NC1CN(C1)C1=CC(=C(C(=C1)F)C1C(N(C(CC1)=O)CO)=O)F